6-(6-ethynyl-2-methylpyridin-3-yl)-5-(2-fluoro-4-((4-methylpyrimidin-2-yl)oxy)phenyl)-7-methyl-7H-pyrrolo[2,3-d]pyrimidin-4-amine C(#C)C1=CC=C(C(=N1)C)C1=C(C2=C(N=CN=C2N)N1C)C1=C(C=C(C=C1)OC1=NC=CC(=N1)C)F